2-octylmalonic acid calcium salt [Ca+2].C(CCCCCCC)C(C(=O)[O-])C(=O)[O-]